O1C(=NC2=C1C=CC=C2)C2=CC=C(C=C2)NC2=CC1=CC=C(C=C1C=C2)C2=CC=CC=C2 N-(4-(benzo[d]oxazol-2-yl)phenyl)-6-phenylnaphthalen-2-amine